[I-].S1C(=NC2=C1C=CC=C2)C2=CC=[N+](C=C2)CCCCCC 4-(benzothiazol-2-yl)-1-hexylpyridin-1-ium iodide